BrCC1=C([C@@H](N=C(N1)C=1SC=CN1)C1=C(C(=CC=C1)F)C)C(=O)OCC (S)-ethyl 6-(bromomethyl)-4-(3-fluoro-2-methylphenyl)-2-(thiazol-2-yl)-1,4-dihydropyrimidine-5-carboxylate